(Dl)-2-acetyl-5-oxo-2-(3-oxopentyl)heptanoic acid C(C)(=O)C(C(=O)O)(CCC(CC)=O)CCC(CC)=O